(3S,4R)-3-fluoro-1-(4-((5-((R)-1-methoxypropan-2-yl)-8-((R)-2-methylazetidin-1-yl)-2,7-naphthyridin-3-yl)amino)pyrimidin-2-yl)-3-methylpiperidin-4-ol F[C@]1(CN(CC[C@H]1O)C1=NC=CC(=N1)NC=1N=CC2=C(N=CC(=C2C1)[C@H](COC)C)N1[C@@H](CC1)C)C